FC1=CC2=C(N(C(O2)=O)CC2=CC(=NC=C2C)C2=C(C#N)C=C(C=C2C)C)C=C1 (4-((6-fluoro-2-oxo-benzo[d]oxazol-3(2H)-yl)methyl)-5-methylpyridin-2-yl)-3,5-dimethylbenzonitrile